8-(4-fluorophenyl)-9-(4-(4-isopropylpiperazin-1-yl)phenyl)-6,7-dihydro-5H-benzo[7]annulene FC1=CC=C(C=C1)C=1CCCC2=C(C1C1=CC=C(C=C1)N1CCN(CC1)C(C)C)C=CC=C2